C(C)(C)(C)NS(=O)(=O)C1=CC(=CC=C1)C(=O)N1CC2(C3=CC(=CC=C13)NS(=O)(=O)CC)CCC(CC2)C(F)F N-(tert-butyl)-3-((1s,4s)-4-(difluoromethyl)-5'-(ethylsulfonamido)spiro[cyclohexane-1,3'-indoline]-1'-carbonyl)benzenesulfonamide